2-(cyclohexylmethyl)-N-(1-methylsulfonylpyrrolo[2,3-b]pyridin-3-yl)-4-(trifluoromethyl)pyrazole-3-carboxamide C1(CCCCC1)CN1N=CC(=C1C(=O)NC1=CN(C2=NC=CC=C21)S(=O)(=O)C)C(F)(F)F